O1C2=C(C=C1)C=C1C=CC=CC1=C2 naphtho(2,3-b)furan